ClC(OC1=CC2=CC=CC=C2C=C1)=S O-(2-naphthyl) chloromethanethioate